N-(2,7-dimethyl-9H-carbazol-9-yl)-6-hydroxypicolinamide CC1=CC=2N(C3=CC(=CC=C3C2C=C1)C)NC(C1=NC(=CC=C1)O)=O